C[C@@H]1O[C@@H](CN(C1)C1=CC(=C(C=C1)NC1CC2(C1)CC(C2)N)CC)C N2-(4-((2s,6R)-2,6-dimethylmorpholino)-2-ethylphenyl)spiro[3.3]heptane-2,6-diamine